CC1(N(CC(C1)C)C1=NC=CC=C1C(=O)NS(=O)(=O)C1=CC=CC(=N1)NC1=CC=C(C=C1)NC(OC(C)(C)C)=O)C tert-butyl N-[4-[[6-[[2-(2,2,4-trimethylpyrrolidin-1-yl)pyridine-3-carbonyl]sulfamoyl]-2-pyridyl]amino]phenyl]carbamate